trimethyl-stearamide CC(CCCCCCCCCCCCCCCCC(=O)N)(C)C